hexahydro-4,7-methanoinden-6-yl propionate CCC(=O)OC1CC2CC1C3C2C=CC3